5-((2,6-diethyl-3,4-dihydroquinolin-1(2H)-yl)sulfonyl)-2-((pyrimidin-4-yl)methoxy)benzyl alcohol C(C)C1N(C2=CC=C(C=C2CC1)CC)S(=O)(=O)C=1C=CC(=C(CO)C1)OCC1=NC=NC=C1